3-(4-nitrophenoxy)4-toluenesulfonic acid cyclobutyl ester C1(CCC1)OS(=O)(=O)C1=C(C=C(C)C=C1)OC1=CC=C(C=C1)[N+](=O)[O-]